N,N-dimethyl-6-(tris(((Z)-dec-4-en-1-yl)oxy)silyl)hexan-1-amine CN(CCCCCC[Si](OCCC\C=C/CCCCC)(OCCC\C=C/CCCCC)OCCC\C=C/CCCCC)C